C(C)(C)(C)OC(=O)N1CC2(C1)N(CC(N(C2)CC=O)=O)C 5-methyl-7-oxo-8-(2-oxoethyl)-2,5,8-triazaspiro[3.5]nonane-2-carboxylic acid tert-butyl ester